propylene glycol di-tertiary butyl ether C(C)(C)(C)OCC(C)OC(C)(C)C